NC1=C(C=O)C=C(C=N1)Cl 2-AMINO-5-CHLORONICOTINALDEHYDE